Benzyl (4S)-4-[(2S)-3-(benzyloxy)-2-(2,2-dimethylpropanamido)propanamido]-2,2,6-trimethyl-3-oxoheptanoate C(C1=CC=CC=C1)OC[C@@H](C(=O)N[C@H](C(C(C(=O)OCC1=CC=CC=C1)(C)C)=O)CC(C)C)NC(C(C)(C)C)=O